7-methylenedioxyflavone C1OC2=C(O1)C3=C(C=C2)C(=O)C=C(O3)C4=CC=CC=C4